[O-2].[Cs+].[Cs+] cesium oxide